COC1=NC=CC(=C1)CC(=O)N 2-(2-methoxypyridine-4-yl)acetamide